[3-(dimethylamino)azetidin-1-yl]methanone CN(C1CN(C1)C=O)C